FC1=C(C(=CC(=C1F)F)F)S(=O)(=O)N(CC1=C(C=CC=C1)C(F)(F)F)CC(=O)O 2-(2,3,4,6-tetrafluoro-N-(2-(trifluoromethyl)benzyl)phenylsulfonamido)acetic acid